CC(C)(C)OC(=O)N1CCC(CC1)OCC#C 4-(prop-2-ynyloxy)piperidine-1-carboxylic acid-2-methylpropan-2-yl ester